4-(9-(4-vinylphenyl)-9H-carbazol-3-yl)benzaldehyde C(=C)C1=CC=C(C=C1)N1C2=CC=CC=C2C=2C=C(C=CC12)C1=CC=C(C=O)C=C1